2-chloro-4-((3,3-difluorocyclobutyl)methoxy)-6,7-dimethylpyrido[2,3-d]pyrimidine ClC=1N=C(C2=C(N1)N=C(C(=C2)C)C)OCC2CC(C2)(F)F